C1(CC1)C1=C(C=NO1)CNC(=O)C1=C(C2=C(CCC3=CN(N=C23)CC2=NC=CC=C2)O1)C N-[(5-Cyclopropyl-1,2-oxazol-4-yl)methyl]-8-methyl-2-(pyridin-2-ylmethyl)-4,5-dihydro-2H-furo[2,3-g]indazol-7-carboxamid